C(C)(C)(C)OC(N(C1=C(C=2C(=NC(=C(C2)OC)OC)N1C1=C(C(=CC=C1C)OC)C)C(=O)NN)C(=O)OC(C)(C)C)=O (Boc)(3-(hydrazinocarbonyl)-1-(3-methoxy-2,6-dimethylphenyl)-5,6-dimethoxy-1H-pyrrolo[2,3-b]pyridin-2-yl)carbamic acid tert-butyl ester